1-(4-bromo-5-ethyl-1-methyl-1H-pyrazol-3-yl)-3-(3,3-difluoroazetidin-1-yl)propan-1-one BrC=1C(=NN(C1CC)C)C(CCN1CC(C1)(F)F)=O